C(C)(C)(C)OC(=O)N1C[C@H](N(CC1)C=1C2=C(N=CN1)N(C=C2C2CC2)S(=O)(=O)C2=CC=C(C)C=C2)C (R)-4-(5-cyclopropyl-7-tosyl-7H-pyrrolo[2,3-d]pyrimidin-4-yl)-3-methylpiperazine-1-carboxylic acid tert-butyl ester